4-(3-(1-(2,6-dioxopiperidin-3-yl)-3-methyl-1H-indazol-4-yl)prop-2-yn-1-yl)piperazin O=C1NC(CCC1N1N=C(C2=C(C=CC=C12)C#CCN1CCNCC1)C)=O